ClC=1N=NC(=C2C1N(N=C2)C)NCC2=CC=C(C=C2)S(=O)(=O)N 4-(((7-chloro-1-methyl-1H-pyrazolo[3,4-d]pyridazin-4-yl)amino)methyl)benzenesulfonamide